4,4'-hexafluoroisopropylidenedibenzoic acid chloride FC=1C(=C(C(=O)Cl)C=CC1C(C)(C)C1=C(C(=C(C(=O)Cl)C(=C1F)F)F)F)F